O1N=C(C2C1CCC2)C=2C(=CC(=C(N)C2)C)C 5-(4,5,6,6a-tetrahydro-3aH-cyclopenta[d]isoxazol-3-yl)-2,4-dimethyl-aniline